tert-Butyl N-[(3R)-1-(2-hydroxyethyl)-3-piperidyl]carbamate OCCN1C[C@@H](CCC1)NC(OC(C)(C)C)=O